4-(Cyclohexylamino)-3-(2-isopropyl-2H-tetrazol-5-yl)-N-methylbenzenesulfonamide C1(CCCCC1)NC1=C(C=C(C=C1)S(=O)(=O)NC)C=1N=NN(N1)C(C)C